8-bromo-6-(2-methoxyethoxy)-N,N-dimethylindolizine-1-carboxamide BrC1=CC(=CN2C=CC(=C12)C(=O)N(C)C)OCCOC